N1(N=NN=C1)C[C@H](C)OC=1C=C(C=CC1Cl)C=1C=NC(=NC1)NC=1C(=NN(C1)C1CCC(CC1)N1CCOCC1)OCCC#N 3-((4-((5-(3-(((S)-1-(1H-tetrazol-1-yl)propan-2-yl)oxy)-4-chlorophenyl)pyrimidin-2-yl)amino)-1-((1r,4r)-4-morpholinocyclohexyl)-1H-pyrazol-3-yl)oxy)propanenitrile